4-fluoro-5-[(1,3,3-trimethylpiperidin-4-yl)amino]furo[2,3-c]pyridine-2-carbonitrile FC1=C2C(=CN=C1NC1C(CN(CC1)C)(C)C)OC(=C2)C#N